1,3-dimercaptopropylene glycol SC(C(CS)O)O